ClC=1C(=CC2=C(C3=CC=CC=C3N=C2C1)NC1CCN(CC1)CC)OC 3-chloro-N-(1-ethylpiperidin-4-yl)-2-methoxyacridin-9-amine